C1(CC1)C1=NC=NC(=C1C1=NC2=NC=C(N=C2C(=N1)NCC1=CC(=C(C=C1)C=1N(C=C(N1)C(F)(F)F)C)F)OC)OC 2-(4-cyclopropyl-6-methoxy-pyrimidin-5-yl)-N-[[3-fluoro-4-[1-methyl-4-(trifluoromethyl)imidazol-2-yl]phenyl]methyl]-6-methoxy-pteridin-4-amine